(Z)-5-((4-(tert-butyl)benzyl)thio)-N'-Ethoxy-6-(4-phenylthiazol-2-yl)picolinimidamide C(C)(C)(C)C1=CC=C(CSC=2C=CC(=NC2C=2SC=C(N2)C2=CC=CC=C2)/C(/N)=N/OCC)C=C1